BrC1=C(CC2(CCN(CC2)C(=O)OC(C)(C)C)C#N)C=CC=C1C(F)(F)F Tert-butyl 4-(2-bromo-3-(trifluoromethyl) benzyl)-4-cyanopiperidine-1-carboxylate